ClC1=C(C=CC(=N1)N(C)CC1=CC=C(C=C1)OC)C(F)(F)F 6-chloro-N-(4-methoxybenzyl)-N-methyl-5-(trifluoromethyl)pyridin-2-amine